C(C1=CC=CC=C1)OC1=C2C(NC3C4C=CC(C3C2=C(C=C1)F)C4)=O 7-(benzyloxy)-10-fluoro-1,4a,5,10b-tetrahydro-1,4-methanophenanthridin-6(4H)-one